CC1(CC1)C1=NC(=NO1)C(=O)OCC ethyl 5-(1-methylcyclopropyl)-1,2,4-oxadiazole-3-carboxylate